piperidine-1-carboxylic acid methyl ester COC(=O)N1CCCCC1